O[C@@H]1[C@H](C[C@H]([C@@H]1O)N1C2=NC(=NC(=C2N=C1)NCC1=NC(=CC=C1)C)C=1C=NC=C(C1)C)C(=O)NC (1S,2R,3S,4R)-2,3-dihydroxyl-N-meth-yl-4-(6-(((6-methylpyridin-2-yl)meth-yl)amino)-2-(5-methylpyridin-3-yl)-9H-purin-9-yl)cyclopentaneformamide